(4-bromobenzyl)-5-fluoro-2-(methoxy-d3)benzamide BrC1=CC=C(CC=2C(=C(C(=O)N)C=C(C2)F)OC([2H])([2H])[2H])C=C1